C1(=CC=CC=C1)N1N=NC=C1 3-phenyl-[1,2,3]Triazole